2',3'-Dideoxyguanosine [C@@H]1(CC[C@@H](CO)O1)N1C=NC=2C(=O)NC(N)=NC12